2,6-dibromo-4-fluoro-1-[(2-methoxy)ethoxy]-benzene BrC1=C(C(=CC(=C1)F)Br)OCCOC